The molecule is a 2-acyl-sn-glycero-3-phosphoethanolamine zwitterion obtained by transfer of a proton from the phosphate to the amino group of 2-[(5Z,13E,15S)-11alpha,15-dihydroxy-9-oxoprosta-5,13-dien-1-oyl]-sn-glycero-3-phosphoethanolamine; major species at pH 7.3. It is a tautomer of a 2-[(5Z,13E,15S)-11alpha,15-dihydroxy-9-oxoprosta-5,13-dien-1-oyl]-sn-glycero-3-phosphoethanolamine. CCCCC[C@@H](/C=C/[C@H]1[C@@H](CC(=O)[C@@H]1C/C=C\\CCCC(=O)O[C@H](CO)COP(=O)([O-])OCC[NH3+])O)O